(S)-N-(3-(5-cyclopropyl-2-((1,5-dimethyl-1H-pyrazol-3-yl)amino)pyrimidin-4-yl)-1H-indol-7-yl)-2-(3-((2-(cyclopropylamino)pyrimidin-4-yl)oxy)pyrrolidin-1-yl)acetamide C1(CC1)C=1C(=NC(=NC1)NC1=NN(C(=C1)C)C)C1=CNC2=C(C=CC=C12)NC(CN1C[C@H](CC1)OC1=NC(=NC=C1)NC1CC1)=O